tridecyl-n-octyl acrylate C(C=C)(=O)OC(CCCCCCC)CCCCCCCCCCCCC